C(C1=CC=CC=C1)OC[C@H]1N(CC[C@@H]1C(N(C)[C@H](C(=O)OC)C(C)C)=O)C(=O)OC(C)(C)C tert-butyl (2S,3S)-2-[(benzyloxy)methyl]-3-{[(2S)-1-methoxy-3-methyl-1-oxobutan-2-yl](methyl)carbamoyl}pyrrolidine-1-carboxylate